BrC1=C(C=CC(=C1)I)O 2-bromo-4-iodophenol